BrC1=C(C=C2C(=NC(=NC2=C1C)O)O)F 7-Bromo-6-fluoro-8-methylquinazoline-2,4-diol